5-fluoro-1-(4-(4-methylpiperazin-1-yl)butyl)-2-indolone FC=1C=C2CC(N(C2=CC1)CCCCN1CCN(CC1)C)=O